(2-methyl-[1,1'-biphenyl]-4-yl)methanol CC1=C(C=CC(=C1)CO)C1=CC=CC=C1